CN(CCN)CCN n-methyl-2,2'-diaminodiethylamine